C12CC3CCC(C3C1)C2 tricyclo-[4.2.1.03,7]nonane